CC1(COC1)N 3-methyl-3-oxetanamine